C1(CC1)OC1=CC=C(C=C1)C1=CC=CN2C1=NS(CC2)(=O)=O 9-[4-(cyclopropyloxy)phenyl]-3,4-dihydropyrido[2,1-c][1,2,4]thiadiazine 2,2-dioxide